O[C@@H]1C[C@@H](CC1)C=1NC(C2=C(N1)C(=NC=C2)C=2C=NC=CC2)=O (1r,3s)-3-hydroxycyclopentyl-8-(pyridin-3-yl)pyrido[3,4-d]pyrimidin-4(3H)-one